5-methyl-1-(2,2,2-trifluoroethyl)pyrazol-4-yl-3-pyridyl-ethanone CC1=C(C=NN1CC(F)(F)F)CC(=O)C=1C=NC=CC1